N1(CCC1)C=1C=C(C(=O)O)C=CC1C(NS(=O)(=O)C1(CC1)C)=O 3-(azetidin-1-yl)-4-(((1-methylcyclopropyl)sulfonyl)carbamoyl)benzoic acid